2-[3'-tert-butyl-5'-(2-methoxycarbonylethyl)-2'-hydroxyphenyl]-2H-benzotriazol C(C)(C)(C)C=1C(=C(C=C(C1)CCC(=O)OC)N1N=C2C(=N1)C=CC=C2)O